N,5-dimethoxy-N-methylpyridinamide CON(C(=O)C1=NC=C(C=C1)OC)C